C1CN(CCC12CCNCC2)C2=C(C=C(C=C2)[N+](=O)[O-])CO (2-(3,9-diazaspiro[5.5]undecan-3-yl)-5-nitrophenyl)methanol